ClC1=C(C=CC=C1C)N1N=CC2=C1COCC2=O 1-(2-chloro-3-methylphenyl)-1,7-dihydropyrano[3,4-c]pyrazol-4(5H)-one